2-bromo-3-(4-fluorophenyl)pyrazolo[1,5-a]pyrazin-4-amine BrC1=NN2C(C(=NC=C2)N)=C1C1=CC=C(C=C1)F